FC=1C(=CC=2C3=C(C=NC2C1)N(C(N3C(C)C)=O)C)C=3C(=NC(=CC3)OCCCN3CCCC3)F 7-Fluoro-8-[2-fluoro-6-(3-pyrrolidin-1-ylpropoxy)-3-pyridyl]-1-isopropyl-3-methylimidazo[4,5-c]chinolin-2-on